2-(2-((cyclopropylmethyl)amino)pyridin-4-yl)-N-(3-(difluoromethyl)-1-(piperidin-4-yl)-1H-pyrazol-4-yl)oxazol-4-carboxamide C1(CC1)CNC1=NC=CC(=C1)C=1OC=C(N1)C(=O)NC=1C(=NN(C1)C1CCNCC1)C(F)F